FC1=C(C=CC(=C1)C(F)(F)F)S(=O)(=O)N1CCC2(CNC2)CC1 7-[2-Fluoro-4-(trifluoromethyl)phenyl]sulfonyl-2,7-diazaspiro[3.5]nonane